2-oxohexane O=C(C)CCCC